5-(4-Methyl-piperazin-1-ylmethyl)-oxazole-2-carboxylic acid [8-(6-methoxy-pyridin-2-yl)-2,3-dihydro-benzo[1,4]dioxin-2-ylmethyl]-amide COC1=CC=CC(=N1)C1=CC=CC2=C1OC(CO2)CNC(=O)C=2OC(=CN2)CN2CCN(CC2)C